C1(=CC=CC=C1)C1=NC(=NC(=N1)C1=CC=CC=C1)C1=C(C=C(C=C1)OC)O 2,4-Diphenyl-6-(2-hydroxy-4-methoxyphenyl)-1,3,5-triazine